9-acetoxy-nonyltrimethylphosphine bromide [Br-].C(C)(=O)OCCCCCCCCCCP(C)C